2-((6-(benzylamino)-2-(2,6-dioxopiperidin-3-yl)-1-oxoisoindolin-4-yl)oxy)acetic acid C(C1=CC=CC=C1)NC1=CC(=C2CN(C(C2=C1)=O)C1C(NC(CC1)=O)=O)OCC(=O)O